1-octyl-3-methylimidazole-L-glutamate salt N[C@@H](CCC(=O)O)C(=O)O.C(CCCCCCC)N1CN(C=C1)C